C12(CCC(CC1)C2)C=2SC(=C(N2)C=2C(=C(C=CC2)NS(=O)(=O)C2=C(C=CC=C2F)F)F)C2=NC(=NC=C2)NC2[C@H]1CS(C[C@@H]21)(=O)=O N-(3-(2-(bicyclo[2.2.1]heptan-1-yl)-5-(2-(((1R,5S,6r)-3,3-dioxido-3-thiabicyclo[3.1.0]hexan-6-yl)amino)pyrimidin-4-yl)thiazol-4-yl)-2-fluorophenyl)-2,6-difluorobenzenesulfonamide